N1(CCOCC1)C=1C2=C(C=3C=CC(OC3C1)(C1=CC(=C(C=C1)OC)F)C1=CC(=C(C=C1)OC)F)C=CC=C2 6-morpholinyl-3,3-bis(3-fluoro-4-methoxyphenyl)-3H-benzo(f)chromene